[N+](=O)([O-])C1=C(C(=O)O)C=C(C=C1)SSC=1C=CC(=C(C(=O)O)C1)[N+](=O)[O-] 5,5'-dithio-bis(nitrobenzoic acid)